methyl 7-bromo-3,4-dihydropyrrolo[1,2-a]pyrazine-3-carboxylate BrC=1C=C2N(CC(N=C2)C(=O)OC)C1